N,N-dimethyl-2-(3-methyl-4-nitrophenoxy)ethan-1-amine CN(CCOC1=CC(=C(C=C1)[N+](=O)[O-])C)C